C1(CC1)C1=NC=NC(=C1C=1N=CC2=C(N1)N(C(C=C2)=O)CC2=C(C=C(C=C2)C=2N(C=C(N2)C(F)(F)F)C(C)C)[N+](=O)[O-])OC 2-(4-cyclopropyl-6-methoxypyrimidin-5-yl)-8-(4-(1-isopropyl-4-(trifluoromethyl)-1H-imidazol-2-yl)-2-nitrobenzyl)pyrido[2,3-d]pyrimidin-7(8H)-one